FC1=NC=CC(=C1)C(=O)O 2-FLUOROPYRIDINE-4-CARBOXYLIC ACID